CN1N=C(C(=C1)C1=C(C(=C(C=C1)NC1C[C@@H]2[C@@H](CN(C2)C(=O)OC(C)(C)C)C1)F)F)C tert-Butyl (3aR,5r,6aS)-5-((4-(1,3-dimethyl-1H-pyrazol-4-yl)-2,3-difluorophenyl)amino)hexahydrocyclopenta[c]pyrrole-2(1H)-carboxylate